N-(6-amino-4,5-dimethylpyridin-3-yl)-2-(2-(4-hydroxyphenyl)-5-methylpiperidin-1-yl)-2-oxoacetamide NC1=C(C(=C(C=N1)NC(C(=O)N1C(CCC(C1)C)C1=CC=C(C=C1)O)=O)C)C